C(N)(=O)C1=CC=C(C=C1)[C@H](C1=CC(=NC=C1)CCC(=O)OCC)O (R,S)-Ethyl 3-(4-((4-carbamoylphenyl)(hydroxy)methyl)pyridin-2-yl)propanoate